NC=1C=C(C=C2C=C(N=CC12)NC(=O)[C@H]1[C@H](C1)F)C=1C(N(C=CC1C)C)=O |r| (±)-cis-N-[8-amino-6-(1,4-dimethyl-2-oxo-3-pyridyl)-3-isoquinolinyl]-2-fluoro-cyclopropanecarboxamide